C1(CCCCC1)CNC1CCC(CC1)N1C(NC2=C1C=C(C(=C2)C=2C=C(C=1N(C2)N=CN1)OC)C)=O 1-((1S,4S)-4-((Cyclohexylmethyl)amino)cyclohexyl)-5-(8-methoxy-[1,2,4]triazolo[1,5-a]pyridin-6-yl)-6-methyl-1,3-dihydro-2H-benzo[d]imidazol-2-on